5-chloro-7-(dibenzylamino)pyrazolo[1,5-a]pyrimidine-3-carboxylic acid ethyl ester C(C)OC(=O)C=1C=NN2C1N=C(C=C2N(CC2=CC=CC=C2)CC2=CC=CC=C2)Cl